CCC(CC)C1=NC=2N(C(=C1)C1(CC(CC1)N)N)N=CC2 (5-(PENTAN-3-YL)PYRAZOLO[1,5-A]PYRIMIDIN-7-YL)CYCLOPENTANE-1,3-DIAMINE